N1(CCC1)CC1CC(C1)C1=NC(=C2N1C=CN=C2N)C2=CC=C1C=CC(=NC1=C2)C2=CC=CC=C2 3-(3-azetidin-1-ylmethylcyclobutyl)-1-(2-phenylquinolin-7-yl)imidazo[1,5-a]pyrazin-8-ylamine